C(C1=CC=CC=C1)N1C\C(\CC1)=N\C(C)(C)C (E)-1-benzyl-N-(tert-butyl)pyrrolidin-3-imine